ClC=1C=C(C=C(C1)Cl)C=1C=CC=C2C(=C(C=NC12)C(C(F)(F)F)=O)N(C)C 1-[8-(3,5-Dichlorophenyl)-4-(dimethylamino)-3-quinolyl]-2,2,2-trifluoro-ethanone